CC1=CC(=C(C=C1N)N)OC(C)O 2,4-diamino-5-methylphenoxyethanol